3-[2-[[4-[4-[[3-nitro-4-(2-phenylsulfanylethylamino)phenyl]sulfonylcarbamoyl]phenyl]piperazin-1-yl]methyl]phenyl]benzoic acid [N+](=O)([O-])C=1C=C(C=CC1NCCSC1=CC=CC=C1)S(=O)(=O)NC(=O)C1=CC=C(C=C1)N1CCN(CC1)CC1=C(C=CC=C1)C=1C=C(C(=O)O)C=CC1